C(C)OC(=O)C1=NOC(=C1)C=1C=C2C(=CN(C2=CC1)CC=C)C#N 5-(N-allyl-3-cyanoindol-5-yl)isoxazole-3-carboxylic acid ethyl ester